NC=1C=C(C(=C2CCCC(C12)=O)CCC)F 8-amino-6-fluoro-5-propyl-3,4-dihydronaphthalen-1(2H)-one